methyl (1r,4R)-4-(3-chloroanilino)-6'-formyl-2'-[(2R)-2-methyl-3-{[(5R)-5-methyl-5,6,7,8-tetrahydroquinolin-4-yl]oxy}propyl]spiro[cyclohexane-1,1'-indene]-4-carboxylate ClC=1C=C(NC2(CCC3(C(=CC4=CC=C(C=C34)C=O)C[C@H](COC3=CC=NC=4CCC[C@H](C34)C)C)CC2)C(=O)OC)C=CC1